CNC(=O)C=1NC2=CC=CC(=C2C1)B1OC(C(O1)(C)C)(C)C N-methyl-4-(4,4,5,5-tetramethyl-1,3,2-dioxaborolan-2-yl)-1H-indole-2-carboxamide